O=C1CC(C1)C(=O)OC(C)(C)C tert-Butyl 3-oxocyclobutane-1-carboxylate